C(C)NC(NC=1N=CN(C1)CN1CCN(CC1)C=1C=CC(=NC1C)C(=O)NC)=O 5-(4-((4-(3-ethylureido)-1H-imidazol-1-yl)methyl)piperazin-1-yl)-N,6-dimethylpicolinamide